NC1=CC=NC(=C1C(=O)OC)C Methyl 4-amino-2-methylnicotinate